C(C(C(CCC)([2H])[2H])([2H])[2H])([2H])([2H])OC1=NSN=C1C=1CN(CCC1)C 3-((hexyl-1,1,2,2,3,3-d6)oxy)-4-(1-methyl-1,2,5,6-tetrahydropyridin-3-yl)-1,2,5-thiadiazole